C(C)(C)(C)OC(=O)N(NC1=NCCC(C1)C1=C(C(=CC=C1OC)Cl)Cl)CC 2-(4-(2,3-dichloro-6-methoxyphenyl)-3,4,5,6-tetrahydropyridin-2-yl)-1-ethylhydrazine-1-carboxylic acid tert-butyl ester